FC(=CC1=C(C=CC=C1F)C1OCCO1)F 2-(2-(2,2-difluorovinyl)-3-fluorophenyl)-1,3-dioxolane